4-acetyl-3,5,5-trimethylcyclohex-2-en-1-yl acetate C(C)(=O)OC1C=C(C(C(C1)(C)C)C(C)=O)C